bis[4-(diphenyl-bis(4-fluorophenyl)sulfonio)phenyl]sulfide C1(=CC=CC=C1)C=1C(=C(C=CC1F)[S+](C1=CC=C(C=C1)SC1=CC=C(C=C1)[S+](C1=C(C(=C(C=C1)F)C1=CC=CC=C1)C1=CC=CC=C1)C1=CC=C(C=C1)F)C1=CC=C(C=C1)F)C1=CC=CC=C1